(2R,3S)-2-(6-(2,5-dichloropyrimidin-4-yl)-1-oxoisoindolin-2-yl)-3-hydroxy-N-((R)-1-(3-methoxyphenyl)ethyl)butanamide ClC1=NC=C(C(=N1)C1=CC=C2CN(C(C2=C1)=O)[C@@H](C(=O)N[C@H](C)C1=CC(=CC=C1)OC)[C@H](C)O)Cl